N-Ethyl-3-amino-2-methylpropyldiethoxymethylsilane C(C)NCC(C[SiH2]C(OCC)OCC)C